CN1CC(CC1)N1C(C2=CC=CC=C2CC1)=O 2-(1-methylpyrrolidin-3-yl)-3,4-dihydroisoquinolin-1-one